FC(C1=C(CN2N=C(C(=C2)N2OC(=CC2)C=2OC=CC2)C)C=CC(=C1)C(F)(F)F)(F)F N-(1-(2,4-bis(trifluoromethyl)benzyl)-3-methyl-1H-pyrazol-4-yl)-5-(furan-2-yl)isoxazole